C(C1=CC=CC=C1)(C1=CC=CC=C1)N1[C@@H]([C@H](C1)[C@@H](C(=O)O)S(=O)(=O)C)C (S)-2-((2R,3S)-1-benzhydryl-2-methylazetidin-3-yl)-2-(methylsulfonyl)acetic acid